FC=1C2N(C=C(C1)C#N)CC(=N2)C 8-fluoro-2-methyl-3,8a-dihydroimidazo[1,2-a]pyridine-6-carbonitrile